CNCC(=O)C1=C(C=CC=C1)C 2-(Methylamino)-1-(o-tolyl)ethan-1-one